C(C1=CC=CC=C1)(C1=CC=CC=C1)NCCC1=CC=CC=C1 N-benzhydrylphenethylamine